O1C=C(C=C1)C1=CC2=C(NC(=N2)SCC2=NC=CC(=C2C)OCCCOC)C=C1 5-(furan-3-yl)-2-[({4-[(3-methoxypropyl)oxy]-3-methylpyridin-2-yl}methyl)thio]-1H-benzo[d]imidazole